FC1([C@@H]([C@@H](N(C1)C(C(C)C)=O)CC=1C(=C(C=CC1)C1=C(C(=CC=C1)F)F)F)NS(=O)(=O)CC)F N-{(2S,3R)-4,4-difluoro-1-(2-methylpropanoyl)-2-[(2,2',3'-trifluoro[1,1'-biphenyl]-3-yl)methyl]pyrrolidin-3-yl}ethanesulfonamide